2-methylpyrido[4,3-d]pyrimidin-5(6H)-one CC=1N=CC2=C(N1)C=CNC2=O